tert-butyl-6-[4-[(1-phenylindazol-5-yl)amino]pyrido[3,2-d]pyrimidin-6-yl]-1,6-diazaspiro[3.3]heptane-1-carboxylate C(C)(C)(C)OC(=O)N1CCC12CN(C2)C=2C=CC=1N=CN=C(C1N2)NC=2C=C1C=NN(C1=CC2)C2=CC=CC=C2